C1(=CC=CC=C1)P(C1=C(C2=CC=CC=C2C=C1)C1=CC=CC2=CC=CC=C12)C1=CC=CC=C1 2'-diphenylphosphino-1,1'-Binaphthyl